naphthalen-2-ylmethyl carbonate C(OCC1=CC2=CC=CC=C2C=C1)([O-])=O